N1(N=NN=C1)C1=NC=CC(=C1)C=1SC(=C(N1)C)C(=O)OCC ethyl 2-(2-(1H-tetrazol-1-yl) pyridin-4-yl)-4-methylthiazole-5-carboxylate